C(C1=CC=CC=C1)OC(=O)N1CC2=C(CC1)N=CS2 6,7-dihydrothiazolo[5,4-c]pyridine-5(4H)-carboxylic acid benzyl ester